1-(4-methyl-phenoxymethyl)-but-3-enyl methylsulfonate CS(=O)(=O)OC(CC=C)COC1=CC=C(C=C1)C